5-(4-methoxy-2-methylphenyl)-1H-imidazol COC1=CC(=C(C=C1)C1=CN=CN1)C